tin-silver-zinc-copper [Cu].[Zn].[Ag].[Sn]